N-(2-(4-benzylpiperazin-1-yl)ethyl)-3,4-dichloro-benzamide C(C1=CC=CC=C1)N1CCN(CC1)CCNC(C1=CC(=C(C=C1)Cl)Cl)=O